NC1=C2C(=NC=N1)N(N=C2C2=CC=C(C=C2)OC2=CC=CC=C2)C2CCN(CC2)C(=O)N2CCC(CC2)N2CCN(CC2)C=2C=C1CN(C(C1=CC2)=O)C2C(NC(CC2)=O)=O 3-(5-(4-(1-(4-(4-amino-3-(4-phenoxyphenyl)-1H-pyrazolo[3,4-d]pyrimidin-1-yl)piperidine-1-carbonyl)piperidin-4-yl)piperazin-1-yl)-1-oxoisoindolin-2-yl)piperidine-2,6-dione